C1(CC1)S(=O)(=O)N1N=CC(=C1)C1=NC=CC(=N1)NC1=NC=C(C(=C1)N1CC(CCC1)CCN(C)C)C#CC=1C=NN(C1)C (1-(cyclopropylsulfonyl)-1H-pyrazol-4-yl)-N-(4-(3-(2-(dimethylamino)ethyl)piperidin-1-yl)-5-((1-methyl-1H-pyrazol-4-yl)ethynyl)pyridin-2-yl)pyrimidin-4-amine